OCCCCN1N=NC2=C1C=CC(=C2C)C(CC(=O)OCC)C2=CC(=CC(=C2)C(F)(F)F)CN2S(OC1=C(C2)C=C(C=C1)O)(=O)=O ethyl 3-[1-(4-hydroxybutyl)-4-methyl-1H-benzotriazol-5-yl]-3-{3-[(6-hydroxy-2,2-dioxo-2H-1,2λ6,3-benzoxathiazin-3(4H)-yl)methyl]-5-(trifluoromethyl)phenyl}propanoate